(1S,5R)-3-ethylbicyclo[3.2.0]hept-3-ene-6-one C(C)C=1C[C@H]2CC([C@H]2C1)=O